1,2,4-trimethylcyclopentadienylzirconium CC1(C(=CC(=C1)C)C)[Zr]